(benzylamino)-10-fluoro-12H-benzothiopyrano[2,3-c]Quinolin-12-one C(C1=CC=CC=C1)NC1=C2C3=C(C=NC2=CC=C1)SC1=C(C3=O)C=C(C=C1)F